NC=1C(=NC=C(N1)N1CCC2([C@@H]([C@@H](OC2)C)N)CC1)SC=1C(=C(C=CC1)P(C)(C)=O)Cl (3-((3-amino-5-((3S,4S)-4-amino-3-methyl-2-oxa-8-azaspiro[4.5]decan-8-yl)pyrazin-2-yl)thio)-2-chlorophenyl)dimethylphosphine oxide